CC12CC(N(C2C1)C(CNC(CCCCC1=CC=CC=C1)=O)=O)C(=O)N 5-methyl-2-((5-phenylpentanoyl)glycyl)-2-azabicyclo[3.1.0]hexane-3-carboxamide